1-(5-(6-(benzyloxy)-4,4-difluoro-3,4-dihydronaphthalen-1-yl)-4-methoxy-[1,1'-biphenyl]-2-yl)-4-(dimethoxymethyl)piperidine C(C1=CC=CC=C1)OC=1C=C2C(CC=C(C2=CC1)C=1C(=CC(=C(C1)C1=CC=CC=C1)N1CCC(CC1)C(OC)OC)OC)(F)F